FC=1C=C(C=CC1)C=1C(=NN(C1)C=1SC(=C(N1)C1=CCC(CC1)C(F)(F)F)SC(C)C)C 4-(3-fluorophenyl)-1-(5-(isopropylthio)-4-(4-(trifluoromethyl)cyclohex-1-en-1-yl)thiazol-2-yl)-3-methyl-1H-pyrazole